methyl 3-(1-(2-chloro-4-(N-(2,4-dimethoxybenzyl)-N-(thiazol-2-yl)sulfamoyl)-5-fluorophenyl)pyrrolidin-3-yl)propanoate ClC1=C(C=C(C(=C1)S(N(C=1SC=CN1)CC1=C(C=C(C=C1)OC)OC)(=O)=O)F)N1CC(CC1)CCC(=O)OC